BrC=1C(=C(C(=O)OCC2=CC=CC=C2)C(=C(C1O)C)C)C benzyl 3-bromo-4-hydroxy-2,5,6-trimethylbenzoate